(3-(3,3-difluoro-4-hydrazino-2-hydroxy-4-oxobutan-2-yl)phenyl)carbamic acid tert-butyl ester C(C)(C)(C)OC(NC1=CC(=CC=C1)C(C)(C(C(=O)NN)(F)F)O)=O